2-[(8aR)-3,4,6,7,8,8a-hexahydro-1H-pyrrolo[1,2-a]pyrazin-2-yl]thiazolo[3,2-a]pyrimidin-5-one C1[C@@H]2N(CCN1C1=CN3C(=NC=CC3=O)S1)CCC2